2-methyl-N-((1-methylcyclopentyl)methylene)propane-2-sulfinamide Methyl-2-(4-methoxyphenyl)-5-{[(3R)-2-oxoazepan-3-yl]amino}[1,2,4]triazolo[1,5-c]quinazoline-7-carboxylate COC(=O)C=1C=CC=C2C=3N(C(=NC12)N[C@H]1C(NCCCC1)=O)N=C(N3)C3=CC=C(C=C3)OC.CC(C)(C)S(=O)N=CC3(CCCC3)C